4-isopropyl-6-(3-(1-methyl-1H-indazol-3-yl)piperidin-1-yl)pyrimidin-2-amine C(C)(C)C1=NC(=NC(=C1)N1CC(CCC1)C1=NN(C2=CC=CC=C12)C)N